methyl 3-[(3S)-3-{[(tert-butoxy)carbonyl]amino}piperidin-1-yl]pyridine-4-carboxylate C(C)(C)(C)OC(=O)N[C@@H]1CN(CCC1)C=1C=NC=CC1C(=O)OC